CC1(OB(OC1(C)C)C1=CC=C(C=C1)NC=1C=CC2=C(OC3=C2C=CC=C3)C1)C N-[4-(4,4,5,5-tetramethyl-1,3,2-dioxaborolan-2-yl)phenyl]dibenzofuran-3-amine